C(C)OC(=O)C1N(C1C(F)(F)F)CC1=CC=C(C=C1)OC 1-(4-methoxybenzyl)-3-(trifluoromethyl)aziridine-2-carboxylic acid ethyl ester